N,N,N-trimethyl-N-hexylammonium bis(trifluoromethanesulfonyl)imide [N-](S(=O)(=O)C(F)(F)F)S(=O)(=O)C(F)(F)F.C[N+](CCCCCC)(C)C